pentadecan-1-one C(CCCCCCCCCCCCCC)=O